C(C)N(C=1C=C2OC3=C(CCCC3=CC2=CC1)C=O)CC 6-diethylamino-2,3-dihydro-1H-xanthene-4-formaldehyde